3h-1,2-benzodithiol-3-one 1,1-dioxide S1(SC(C2=C1C=CC=C2)=O)(=O)=O